C(C)OC(=O)C1=NC=C(C(=C1)N)F 4-Amino-5-fluoropyridinecarboxylic acid ethyl ester